FC1=C(C=O)C=C(C=N1)O 2-FLUORO-5-HYDROXYNICOTINALDEHYDE